C(=O)(OCC1C2=CC=CC=C2C2=CC=CC=C12)C(C(=O)O)CCCCCC Fmoc-n-octanoic acid